6'-((1r,4R)-4-hydroxy-4-methylcyclohexyl)-2'-methyl-5',6'-dihydro-7'H-spiro[azetidine-3,8'-pyrido[4,3-d]pyrimidin]-7'-one OC1(CCC(CC1)N1CC2=C(N=C(N=C2)C)C2(C1=O)CNC2)C